N-((5R,8S)-8-(2-chloro-5-fluorophenyl)-5-methyl-3-(methylcarbamoyl)-6-oxo-5,6,7,8-tetrahydroimidazo[1,5-a]pyrazin-1-yl)benzo[d]isothiazole-3-carboxamide ClC1=C(C=C(C=C1)F)[C@H]1C=2N([C@@H](C(N1)=O)C)C(=NC2NC(=O)C2=NSC1=C2C=CC=C1)C(NC)=O